N1C=C(C=2C1=CN=CC2)CC2C(N(C(N2)=S)C(C)C)=O (Z)-5-((1H-pyrrolo[2,3-c]pyridin-3-yl)methyl)-3-isopropyl-2-thioxoimidazolidin-4-one